6-((1H-benzo[d]imidazol-2-yl)(5-fluoro-2-hydroxyphenyl)methyl)-2-(4-(1-methylpiperidin-4-yl)phenyl)thieno[2,3-c]pyridin-7(6H)-one N1C(=NC2=C1C=CC=C2)C(N2C(C1=C(C=C2)C=C(S1)C1=CC=C(C=C1)C1CCN(CC1)C)=O)C1=C(C=CC(=C1)F)O